(S)-5-methyl-4-ureido-2,5-dihydrofuran-3-carboxylic acid methyl ester COC(=O)C=1CO[C@H](C1NC(=O)N)C